FC(C(=O)[O-])(F)F.C(#N)C1=CC=C(C=C1)N(CCCC1OCC2(CO1)CC[NH2+]CC2)CC2=CC(=C(C=C2)OC)F 3-(3-((4-cyanophenyl)(3-fluoro-4-methoxybenzyl)amino)propyl)-2,4-dioxa-9-azaspiro[5.5]undecan-9-ium trifluoroacetate